6-((R)-1-hydroxyethyl)-8-(isopropylamino)pyrido[3,4-d]pyrimidine O[C@H](C)C1=CC2=C(N=CN=C2)C(=N1)NC(C)C